[Si](C)(C)(C(C)(C)C)OCC1CC(C1)C1=CC=CC2=C1N(C(N2)=O)C 7-((1r,3r)-3-(((tert-butyldimethylsilyl)oxy)methyl)cyclobutyl)-1-methyl-1,3-dihydro-2H-benzo[d]imidazol-2-one